5-Methyl-6-(1-methylbenzimidazol-4-yl)-3-[4-[rel-(3S)-4-methylmorpholin-3-yl]anilino]pyrazine-2-carboxamide CC=1N=C(C(=NC1C1=CC=CC=2N(C=NC21)C)C(=O)N)NC2=CC=C(C=C2)[C@@H]2N(CCOC2)C |o1:27|